C(C)(C)(C)OC(=O)N([C@H](C(=O)OCC1=CC=CC=C1)CCC#N)C(=O)OC(C)(C)C (S)-Benzyl 2-(bis(tert-butoxycarbonyl)amino)-4-cyanobutyrate